O=C1NC(CC[C@@H]1N1C(C2=CC=C(C=C2C1)N1CCN(CC1)CC1CCN(CC1)C1=CC=C(C=C1)C1=C(CCCC2=C1C=CC(=C2)C(=O)O)C2=CC=C(C=C2)O)=O)=O 5-[4-[4-[[4-[2-[(3S)-2,6-dioxo-3-piperidyl]-1-oxo-isoindolin-5-yl]piperazin-1-yl]methyl]-1-piperidyl]phenyl]-6-(4-hydroxyphenyl)-8,9-dihydro-7H-benzo[7]annulene-2-carboxylic acid